BrC=1C=C(C(=NC1)N1CC(C1)(C)C)F 5-bromo-2-(3,3-dimethylazetidin-1-yl)-3-fluoropyridine